tert-butyl 4-(3-(2,6-bis(benzyloxy)pyridin-3-yl)-1-methyl-1H-indazol-6-yl)-3,3-dimethylpiperazine-1-carboxylate C(C1=CC=CC=C1)OC1=NC(=CC=C1C1=NN(C2=CC(=CC=C12)N1C(CN(CC1)C(=O)OC(C)(C)C)(C)C)C)OCC1=CC=CC=C1